1-bromo-4-(2,2-dibromovinyl)benzene BrC1=CC=C(C=C1)C=C(Br)Br